N-hydroxypropyl-trimethyl-ammonium chloride [Cl-].OCCC[N+](C)(C)C